OC(C(=O)NCCCCO)CCC 2-hydroxy-N-(4-hydroxybutyl)valeramide